C\C(=C/CC=1C(=C(C(=O)O)C(=CC1O)CCCCS(=O)(=O)C)O)\CCC=C(C)C 3-[(2E)-3,7-dimethyloct-2,6-dien-1-yl]-2,4-dihydroxy-6-[4-(methylsulfonyl)butyl]benzoic acid